[O-]CC.[Cu+].C1(=CC=CC=C1)P(C1=CC=CC=C1)C1=CC=CC=C1 (triphenylphosphine) copper (I) ethoxide